3-(4-Phenoxyphenyl)-1-[1-[1-(4-piperidinyl)azetidin-3-yl]-4-piperidinyl]pyrazolo[3,4-d]pyrimidin-4-amine O(C1=CC=CC=C1)C1=CC=C(C=C1)C1=NN(C2=NC=NC(=C21)N)C2CCN(CC2)C2CN(C2)C2CCNCC2